Methyl (S)-2-((4-(6-((5-fluorobenzo[d]oxazol-2-yl) methoxy) pyridin-2-yl) piperidin-1-yl) methyl)-1-((oxetan-2-yl) methyl)-1H-benzo[d]imidazole-6-carboxylate FC=1C=CC2=C(N=C(O2)COC2=CC=CC(=N2)C2CCN(CC2)CC2=NC3=C(N2C[C@H]2OCC2)C=C(C=C3)C(=O)OC)C1